C(C)(C)(C)OC(=O)N1CC=2N=C(N=C(C2CC1)N1CC2CCC(C1)N2C(=O)OCC2=CC=CC=C2)Cl 4-(8-((Benzyloxy)carbonyl)-3,8-diazabicyclo[3.2.1]oct-3-yl)-2-chloro-5,8-dihydropyrido[3,4-d]pyrimidine-7(6H)-carboxylic acid tert-butyl ester